N-(2-hydroxy-propyl)methacrylamide OC(CNC(C(=C)C)=O)C